N[C@@H](C)SC=1C=CC=C(C1)C1=C(CN(C(OC(C)(C)C)=O)C)C=CC=C1 tert-butyl (R)-(2-(5-(1-aminoethyl)thiophenyl)benzyl)(methyl)carbamate